(R)-2-(2-(3-((6-chloro-5-methylpyridazin-3-yl)amino)piperidin-1-yl)ethyl)isoindoline-1,3-dione ClC1=C(C=C(N=N1)N[C@H]1CN(CCC1)CCN1C(C2=CC=CC=C2C1=O)=O)C